O1C[C@@H](CC1)C1=NC2=CC=C(C=C2C=N1)C=O 2-[(3S)-tetrahydrofuran-3-yl]quinazoline-6-carbaldehyde